methyl 1-(4-(trifluoromethoxy) benzyl)-1H-indazole-7-carboxylate FC(OC1=CC=C(CN2N=CC3=CC=CC(=C23)C(=O)OC)C=C1)(F)F